4-(4-(1-methyl-3,8-diazabicyclo[3.2.1]octan-3-yl)-2-(((S)-1-methylpyrrolidin-2-yl)methoxy)-5,8-dihydropyrido[3,4-d]pyrimidin-7(6H)-yl)naphthalen-2-ol CC12CN(CC(CC1)N2)C=2C1=C(N=C(N2)OC[C@H]2N(CCC2)C)CN(CC1)C1=CC(=CC2=CC=CC=C12)O